CN(CCCNCC1=CC(=CC=C1)CN)C N-(3-Dimethylaminopropyl)-1,3-bis(amino-methyl)benzol